C(C)(C)(C)OC(NNNC(C1=CC(=C(C=C1)F)Cl)=O)=O 2-(3-chloro-4-fluorobenzoyl)hydrazine-1-carbamic acid tert-butyl ester